C=C(C(=O)[O-])CC1=CC(=C(C(=C1)C(C)(C)C)O)C(C)(C)C methylene-(3,5-di-tert-butyl-4-hydroxy-hydrocinnamate)